C[C@@]12[C@@H](CN(C1)C([2H])([2H])C1CCOCC1)C[C@@H](C2)NC=2N=NC(=CC2)C=2C(=NC=CC2)C(F)(F)F (3aR,5S,6aS)-3a-methyl-2-((tetrahydro-2H-pyran-4-yl)methyl-d2)-N-(6-(2-(trifluoromethyl)pyridin-3-yl)pyridazin-3-yl)octahydrocyclopenta[c]pyrrol-5-amine